2-methylpropan-1,3-diyl diacrylate C(C=C)(=O)OCC(COC(C=C)=O)C